(2R,3S,4R,5R)-5-cyano-4-hydroxy-5-(4-(2-hydroxy-2-methylpropanamido)pyrrolo[2,1-f][1,2,4]triazin-7-yl)-2-((2-phenylacetoxy)methyl)tetrahydrofuran-3-yl (S)-2-amino-3,3-dimethylbutanoate N[C@H](C(=O)O[C@@H]1[C@H](O[C@]([C@@H]1O)(C1=CC=C2C(=NC=NN21)NC(C(C)(C)O)=O)C#N)COC(CC2=CC=CC=C2)=O)C(C)(C)C